COC=1C=C(C=CC1)C=1N=C(SC1)C1CCN(CC1)C(=O)OC(C)(C)C Tert-Butyl 4-[4-(3-methoxyphenyl)-1,3-thiazol-2-yl]piperidine-1-carboxylate